C(C)(C)(C)C1=NC2=C(N1C)C=CC(=C2N2C[C@H](CC2)NC(OC(C)(C)C)=O)[N+](=O)[O-] tert-butyl N-[(3S)-1-(2-tert-butyl-1-methyl-5-nitro-1,3-benzodiazol-4-yl)pyrrolidin-3-yl]carbamate